1,4-phenylenediglycolic acid C1(=CC=C(C=C1)C(C(=O)O)O)C(C(=O)O)O